C(C)C1=NC2=C(C=3C(C=C(C(C13)=O)SC1=CC=C(C=C1)[N+](=O)[O-])=O)C(N(C(N2C)=O)C)=O 6-Ethyl-2,4-dimethyl-8-((4-nitrophenyl)thio)pyrimido[4,5-c]isoquinoline-1,3,7,10(2H,4H)-tetraone